8-fluoro-3-(3-(4-(2-fluorophenyl)-3,6-dihydropyridin-1(2H)-yl)-3-oxopropyl)-5-methylisoquinolin-1(2H)-one FC=1C=CC(=C2C=C(NC(C12)=O)CCC(=O)N1CCC(=CC1)C1=C(C=CC=C1)F)C